2,4-bis(trichloromethyl)-6-[2-(5-methyl-2-furyl)vinyl]-s-triazine ClC(C1=NC(=NC(=N1)C(Cl)(Cl)Cl)C=CC=1OC(=CC1)C)(Cl)Cl